C1(CCC1)CN(C(OC(C)(C)C)=O)[C@H]1CN(CCC1)C=1N=NC(=CC1)C(CC)N1N=NC(=C1)C=1C=NC=C(C1)OC tert-butyl N-(cyclobutylmethyl)-N-[(3R)-1-[6-[1-[4-(5-methoxy-3-pyridyl)triazol-1-yl]propyl]pyridazin-3-yl]-3-piperidyl]carbamate